N[C@H](C(=O)OCC)[C@@H](C1=CC=CC=C1)NC(=O)OC(C)(C)C ethyl (2S,3R)-2-amino-3-(tert-butoxycarbonylamino)-3-phenyl-propanoate